thiobenzoic acid S-((1R,2R,5S)-5-tert-butoxycarbonylamino-2-hydroxy-cyclohexyl) ester C(C)(C)(C)OC(=O)N[C@H]1CC[C@H]([C@@H](C1)SC(C1=CC=CC=C1)=O)O